(R)-ethyl 3-((3-benzyl-5-(4-fluorophenyl)-2-methyl-1,1-dioxido-7-(trifluoromethyl)-2,3,4,5-tetrahydrobenzo[f][1,2,5]thiadiazepin-8-yl)oxy)-2,2-dimethylpropanoate C(C1=CC=CC=C1)[C@H]1N(S(C2=C(N(C1)C1=CC=C(C=C1)F)C=C(C(=C2)OCC(C(=O)OCC)(C)C)C(F)(F)F)(=O)=O)C